COC=1C=C(CNC(C(O)[C@H]2N(CC(C2)(F)F)C(CNC(=O)C2=CC=NC3=C(C=CC=C23)NC(CCOCCN(C)C)=O)=O)=O)C=CC1OC N-(2-((2S)-2-(2-((3,4-dimethoxybenzyl)amino)-1-hydroxy-2-oxoethyl)-4,4-difluoropyrrolidin-1-yl)-2-oxoethyl)-8-(3-(2-(dimethylamino)ethoxy)propanamido)quinoline-4-carboxamide